Cl.FC(C=1C=C2C=CN=C(C2=CC1)OCCN)(F)F 2-((6-(trifluoromethyl)isoquinolin-1-yl)oxy)ethylamine hydrochloride